CS(=O)(=O)C=1N=CC2=C(N1)N(C(=C2)C#N)[C@H]2COCC2 |r| racemic-2-(methylsulfonyl)-7-(tetrahydrofuran-3-yl)-7H-pyrrolo[2,3-d]pyrimidine-6-carbonitrile